2-{6-azaspiro[2.5]octan-6-yl}-N-[8-(4,4-difluoropiperidin-1-yl)-3-hydroxypyrido[3,4-c]pyridazin-6-yl]-4-iodobenzamide C1CC12CCN(CC2)C2=C(C(=O)NC1=CC3=C(N=NC(=C3)O)C(=N1)N1CCC(CC1)(F)F)C=CC(=C2)I